4-bromo-2-methyl-5-(trifluoromethyl)-2H-1,2,3-triazole BrC1=NN(N=C1C(F)(F)F)C